(2-(2,6-dioxopiperidin-3-yl)-3-oxoisoindolin-5-yl)methyl(2,3-dihydrobenzofuran-7-yl)carbamate O=C1NC(CCC1N1CC2=CC=C(C=C2C1=O)OC(N(C1=CC=CC=2CCOC21)C)=O)=O